N,N-diisopropyl-1,3-propanediamine C(C)(C)N(CCCN)C(C)C